CC1=C(NC2=CC=CC=C12)C(=O)N1CCC(CC1)C=1C=C2CN(C(C2=CC1)=O)C1C(NC(CC1)=O)=O 3-(5-(1-(3-Methyl-1H-indole-2-carbonyl)piperidin-4-yl)-1-oxoisoindolin-2-yl)piperidine-2,6-dione